C1CC12CCN(CC2)C=2C=C(C=CC2N2N=NC(=C2C)C2=NC(=NC(=C2)C)N2CCC(CC2)(F)F)C(CO)S(=O)(=O)N (3-{6-azaspiro[2.5]oct-6-yl}-4-{4-[2-(4,4-difluoropiperidin-1-yl)-6-methylpyrimidin-4-yl]-5-methyl-1H-1,2,3-triazol-1-yl}phenyl)-2-hydroxyethane-1-sulfonamide